CC(CNC(C=CC=CCCCCC)=O)C N-(2-methylpropyl)deca-2,4-dienamide